S1C(=NC2=C1C=CC=C2)C2=CC=C(C=C2)C2=C(C(=C(C=C2N2C=1C=CC=CC1N(C1=CC=CC=C21)C)N2C=1C=CC=CC1N(C1=CC=CC=C21)C)C2=CC=C(C=C2)C=2SC1=C(N2)C=CC=C1)C1=CC=C(C=C1)C=1SC2=C(N1)C=CC=C2 2,2'-(3'-(4-(benzo[d]thiazol-2-yl)phenyl)-4',6'-bis(10-methylphenazin-5(10H)-yl)-[1,1':2',1''-terphenyl]-4,4''-diyl)bis(benzo[d]thiazole)